BrC=1C=C(C=CC1)C1=C(C(C(=C1C=1C=NC=NC1)C1=CC=C(C=C1)O)=O)C1=CC=C(C=C1)O 3-(3-Bromophenyl)-2,5-bis(4-hydroxyphenyl)-4-(5-pyrimidinyl)-2,4-cyclopentadien-1-one